4-(difluoromethyl)-N-[4-fluoro-5-[6-[rac-(2R)-2-methylmorpholin-4-yl]pyridin-3-yl]-2-[rac-(3S,5R)-3,4,5-trimethylpiperazin-1-yl]phenyl]-1-methyl-6-oxopyridine-3-carboxamide FC(C=1C(=CN(C(C1)=O)C)C(=O)NC1=C(C=C(C(=C1)C=1C=NC(=CC1)N1C[C@H](OCC1)C)F)N1C[C@@H](N([C@@H](C1)C)C)C)F |r|